8-methoxy-N-(1-methylcyclopropyl)-7-(3-(pyrrolidin-1-yl)propoxy)-2,3-dihydro-1H-cyclopenta[c]quinolin-4-amine COC1=CC=2C3=C(C(=NC2C=C1OCCCN1CCCC1)NC1(CC1)C)CCC3